COC([C@@H](CBr)C)=O (S)-(3-methoxy-2-methyl-3-oxopropyl) bromide